O1CCOC2=C1C=CC=C2C2=CC=C(C(=N2)OC)NC=2C=C(C=CC2)CC(=O)NC2CCN(CC2)C 2-{3-[6-(2,3-Dihydro-benzo[1,4]dioxin-5-yl)-2-methoxy-pyridin-3-ylamino]-phenyl}-N-(1-methyl-piperidin-4-yl)-acetamide